PC=1NC2=CC=CC=C2C1 phosphinoindole